tert-butyl 7-(methyl (phenyl) amino)-5-oxa-2-azaspiro[3.4]octane-2-carboxylate CN(C1COC2(CN(C2)C(=O)OC(C)(C)C)C1)C1=CC=CC=C1